N1=CN=C2N=CNC2=C1NC(C(C)C)C1=NC2=CC=CC(=C2C(N1C1=CC=CC=C1)=O)Cl 2-(1-((7H-purin-6-yl)amino)-2-methylpropyl)-5-chloro-3-phenylquinazolin-4(3H)-one